8-chlorodibenz[b,f][1,4]oxazepine-10(11H)-carboxylic acid, 2-acetylhydrazide C(C)(=O)NNC(=O)N1C2=C(OC3=C(C1)C=CC=C3)C=CC(=C2)Cl